6-(fluoromethyl)-8-(2-methylbutyl)hexahydro-4H-pyrazino[1,2-a]pyrimidine-4,7(6H)-dione Hydrochloride salt Cl.FCC1C(N(CC2N1C(CCN2)=O)CC(CC)C)=O